7-chloro-2-(2,2'-dimethyl-3'-((3-vinyl-1,7-naphthyridin-8-yl)amino)-[1,1'-biphenyl]-3-yl)benzo[d]oxazole-5-carbaldehyde ClC1=CC(=CC=2N=C(OC21)C=2C(=C(C=CC2)C2=C(C(=CC=C2)NC=2N=CC=C1C=C(C=NC21)C=C)C)C)C=O